BrC1=CC=C(C[C@H]2C[C@@H](N(C2)C(=O)O)C(=O)O)C=C1 (2R,4S)-4-(4-bromobenzyl)pyrrolidine-1,2-dicarboxylic acid